5'-chloro-2'-[4-(1,3-thiazol-2-yl)piperazine-1-carbonyl]-7',8'-dihydro-6'H-spiro[cyclohexane-1,9'-furo[2,3-f]quinazoline]-7'-one ClC=1C=C2C(=C3C4(NC(NC13)=O)CCCCC4)OC(=C2)C(=O)N2CCN(CC2)C=2SC=CN2